BrC1=C(C(=CC=C1)Br)NC(=O)C1=CN=C(S1)NC1=NC(=NC(=C1)N1CCN(CC1)CCO)C N-(2,6-dibromophenyl)-2-((6-(4-(2-hydroxyethyl)piperazin-1-yl)-2-methylpyrimidin-4-yl)amino)thiazole-5-carboxamide